4-amino-N-(1'-methyl-3'-oxo-2',3'-dihydro-1'H-spiro[cyclohexane-1,4'-pyrimido[5',4':4,5]pyrrolo[2,1-c][1,2,4]triazin]-7'-yl)benzenesulfonamide NC1=CC=C(C=C1)S(=O)(=O)NC=1N=CC=2C=C3N(NC(C4(N3C2N1)CCCCC4)=O)C